C(=O)(O)CC1=NN(C=C1C(=O)[O-])CC(=O)O 3-carboxymethyl-1-carboxymethyl-4-pyrazoloate